FC=1C=CC(=C(CNC2=CC=C3C(=N2)CN(C3=O)CCNC(C)=O)C1)OC N-(2-(2-((5-fluoro-2-methoxybenzyl)amino)-5-oxo-5,7-dihydro-6H-pyrrolo[3,4-b]pyridin-6-yl)ethyl)acetamide